4H-2-benzothiophene-1-carboxylic acid C1(SC=C2C1=CC=CC2)C(=O)O